(6R)-17-amino-12-[[3-fluoro-5-(trifluoromethyl)phenyl]methyl]-6-hydroxy-6,15-bis(trifluoromethyl)-19-oxa-3,4,12,18-tetrazatricyclo[12.3.1.12,5]nonadeca-1(18),2,4,14,16-pentaen-13-one NC1=CC(=C2C(N(CCCCC[C@@](C3=NN=C(C1=N2)O3)(C(F)(F)F)O)CC3=CC(=CC(=C3)C(F)(F)F)F)=O)C(F)(F)F